FC1=CC=CC=2N=C(OC21)C2=CC=C(C=C2)NC(=O)C2COCC2 N-[4-(7-Fluoro-1,3-benzoxazol-2-yl)phenyl]tetrahydrofuran-3-carboxamid